(R)-6-(1-(7-acryloyl-7-azaspiro[3.5]nonan-2-yl)-5-methyl-1H-1,2,3-triazol-4-yl)-4-(1-(pyridin-2-yl)ethoxy)pyrazolo[1,5-a]pyridine-3-carbonitrile C(C=C)(=O)N1CCC2(CC(C2)N2N=NC(=C2C)C=2C=C(C=3N(C2)N=CC3C#N)O[C@H](C)C3=NC=CC=C3)CC1